[2-(2,2-difluoroethylamino)-4-isopropyl-7-oxo-thieno[2,3-d]pyridazin-6-yl]acetic acid ethyl ester C(C)OC(CN1N=C(C2=C(C1=O)SC(=C2)NCC(F)F)C(C)C)=O